2,6-dimethyl-4-bis(4-fluorophenyl)methylaniline CC1=C(N)C(=CC(=C1)C(C1=CC=C(C=C1)F)C1=CC=C(C=C1)F)C